C(C)(C)(C)OC(=O)N1[C@@](C[C@@H](C1)OC1=CC(=CC=C1)C1=CC=CC=2N=C(N(C21)CC(CNC)OC)C)(C(=O)O)C (2S,4S)-1-tert-butoxycarbonyl-4-[3-[3-[2-methoxy-3-(methylamino)propyl]-2-methyl-benzimidazol-4-yl]phenoxy]-2-methyl-pyrrolidine-2-carboxylic acid